C12C(C3CC(CC(C1)C3)C2)CCCCCCCCNC(=O)C2=NN(C(=C2C)C2=CC=C(C=C2)Cl)C2=C(C=C(C=C2)Cl)Cl N-(8-((1r,3r,5r,7r)-adamantan-2-yl)octyl)-5-(4-chlorophenyl)-1-(2,4-dichlorophenyl)-4-methyl-1H-pyrazole-3-carboxamide